ClC1=CC(=C(C=C1)C1=NC(=CC=2N=C(N(C(C21)=O)C)C)[C@@H]2C[C@H](OCC2)C2=CC(=NC=C2)OC)F 5-(4-chloro-2-fluorophenyl)-7-((2s,4s)-2-(2-methoxy-4-pyridyl)tetrahydro-2H-pyran-4-yl)-2,3-dimethylpyrido[4,3-d]pyrimidin-4(3H)-one